methyl-tetrahydrofurane CC1OCCC1